4-[2-tert-butoxyethyl-[4-(5,6,7,8-tetrahydro-1,8-naphthyridin-2-yl)butyl]amino]-2-[(2-fluoro-6-methoxy-benzoyl)amino]butanoic acid C(C)(C)(C)OCCN(CCC(C(=O)O)NC(C1=C(C=CC=C1OC)F)=O)CCCCC1=NC=2NCCCC2C=C1